4-Amino-6-(4-cyano-2-methoxyphenoxy)-5-(3-methoxy-2,6-dimethylphenyl)nicotinic acid ethyl ester C(C)OC(C1=CN=C(C(=C1N)C1=C(C(=CC=C1C)OC)C)OC1=C(C=C(C=C1)C#N)OC)=O